N[C@H](CCCN1C(C2=CC(=C(C=C2C=C1)C1=NC=C(C=N1)C(F)(F)F)F)=O)COC 2-[(4R)-4-amino-5-methoxy-pentyl]-7-fluoro-6-[5-(trifluoromethyl)pyrimidin-2-yl]isoquinolin-1-one